FC1=C(C=CC(=C1)F)CN(C(NCC1=CC=C(C=C1)OCCCF)=O)C1CCN(CC1)C 3-[(2,4-difluorophenyl)methyl]-1-{[4-(3-fluoropropoxy)phenyl]methyl}-3-(1-methyl-piperidin-4-yl)urea